2-{[6-butyl-4-(3-hydroxyphenyl)quinolin-2-yl](methyl)amino}acetic acid C(CCC)C=1C=C2C(=CC(=NC2=CC1)N(CC(=O)O)C)C1=CC(=CC=C1)O